C1(=CC=CC=C1)CCCN1C(=NC2=C1C=CC=C2C(=O)N)C2=NC=CC=C2 (3-phenylpropyl)-2-(pyridin-2-yl)-1H-benzo[d]Imidazole-4-carboxamide